O1CC(=CC1)B(O)O 2,5-dihydrofuran-3-boronic acid